OCCNCC(CCCCCCCCCC)O 1-[(2-hydroxyethyl)amino]dodecane-2-ol